C1(CCCCCC1)CC1=CC=C(C=C1)CC 1-(cycloheptylmethyl)-4-ethylbenzene